2-(1-(thiophen-3-yl)cyclopropyl)acetaldehyde S1C=C(C=C1)C1(CC1)CC=O